ClC1=C(C=CC(=C1)C)C(CNC(=O)C1=C(N=NC=2CCCCC12)S(=O)(=O)C1=C(C(=CC=C1)C1CC1)F)(F)F N-[2-(2-chloro-4-methylphenyl)-2,2-difluoroethyl]-3-[(3-cyclopropyl-2-fluorophenyl)sulfonyl]-5,6,7,8-tetrahydrocinnoline-4-carboxamide